ethyl 5-bromo-3-methyl-1H-pyrazole-4-carboxylate BrC1=C(C(=NN1)C)C(=O)OCC